C(C)(=O)SCC=1OC=CC1 S-(furan-2-ylmethyl) thioacetate